C(C=C)C1=NC(=CC=C1C1N(C2=CC(=CC=C2C(N1)=O)C(F)(F)F)C1=C(C=C(C=C1)F)OCC=C)OC 2-(allyl-6-methoxypyridin-3-yl)-1-(2-(allyloxy)-4-fluorophenyl)-7-(trifluoromethyl)-2,3-dihydroquinazolin-4(1H)-one